1-[4-(2-hydroxyethoxy)-phenyl]-2-hydroxy-2-methylpropan OCCOC1=CC=C(C=C1)CC(C)(C)O